CC1=NNC(=C1)C(F)(F)F 3-Methyl-5-trifluoromethyl-pyrazole